ClC=1C=C(C#N)C=C(C1)CCN1[C@H](C[C@H](C1)COC1=CC=C(C=C1)S(=O)(=O)C)C |r| rac-cis-3-chloro-5-{2-[4-[(4-methylsulfonylphenoxy)methyl]-2-methylpyrrolidin-1-yl]ethyl}benzonitrile